(3-[1-(3-trifluoromethanesulfonylamino-propyl)-2,5-dihydro-1H-silole-1-yl]propyl)-methanesulfonamide FC(S(=O)(=O)NCCC[Si]1(CC=CC1)CCCCS(=O)(=O)N)(F)F